(R)-5-(2-(2,5-Difluorophenyl)pyrrolidin-1-yl)-N-(4-fluorobenzyl)-3H-imidazo[4,5-b]pyridine-3-Carboxamide FC1=C(C=C(C=C1)F)[C@@H]1N(CCC1)C1=CC=C2C(=N1)N(C=N2)C(=O)NCC2=CC=C(C=C2)F